Tert-butyl (1R,5S)-3-(7-(8-chloronaphthalen-1-yl)-8-fluoro-2-(((S)-1-methylpyrrolidin-3-yl)methoxy)pyrido[4,3-d]pyrimidin-4-yl)-3,8-diazabicyclo[3.2.1]octane-8-carboxylate ClC=1C=CC=C2C=CC=C(C12)C1=C(C=2N=C(N=C(C2C=N1)N1C[C@H]2CC[C@@H](C1)N2C(=O)OC(C)(C)C)OC[C@@H]2CN(CC2)C)F